NC=1C(=CN(C(C1)=O)C12CC(C1)C2)C(=O)[O-].[Li+] lithium 4-amino-1-(bicyclo[1.1.1]pent-1-yl)-6-oxo-1,6-dihydropyridine-3-carboxylate